OC1=CC=C(C2=CC=CC=C12)NS(=O)(=O)C=1C=CC=C2C=CC=NC12 N-(4-hydroxynaphthalen-1-yl)quinoline-8-sulfonamide